5-(3,4-dimethoxyphenyl)-2-(thiophene-2-yl)-7-(trifluoromethyl)pyrazolo[1,5-a]Pyrimidine COC=1C=C(C=CC1OC)C1=NC=2N(C(=C1)C(F)(F)F)N=C(C2)C=2SC=CC2